[Cl-].COC1=CC=C2C(N(N=C(C2=C1)C1=CC=C(C=C1)C[NH3+])C)=O (4-(7-methoxy-3-methyl-4-oxo-3,4-dihydrophthalazin-1-yl)phenyl)methylammonium chloride